OC12C(C(=CC(CC1)C2)C(=O)C=2C(=NC(=CC2)C(F)(F)F)COCCOC)=O hydroxy-3-[2-(2-methoxyethoxymethyl)-6-trifluoromethylpyridine-3-carbonyl]bicyclo[3.2.1]oct-3-en-2-one